(R)-5-(5-Methyl-1,2,4-oxadiazol-3-yl)-2,3-dihydrospiro[inden-1,4'-oxazolidin]-2'-on CC1=NC(=NO1)C=1C=C2CC[C@@]3(NC(OC3)=O)C2=CC1